4-(trifluoromethoxy)-N-[6-[4-[(E)-[(2S,3R,4R,5S,6S)-3,4,5-trimethoxy-6-methyl-tetrahydropyran-2-yl]oxyiminomethyl]phenyl]pyrimidin-4-yl]benzamide FC(OC1=CC=C(C(=O)NC2=NC=NC(=C2)C2=CC=C(C=C2)/C=N/O[C@@H]2O[C@H]([C@@H]([C@H]([C@H]2OC)OC)OC)C)C=C1)(F)F